4-[[[(S)-1-(cyclopropanecarbonyl)pyrrolidin-2-yl]methyl]amino]-N'-(2-ethyl-4-hydroxy-phenyl)-6-(6-methoxy-4-methyl-3-pyridyl)pyrrolo[1,2-b]pyridazine-3-carboxamidine C1(CC1)C(=O)N1[C@@H](CCC1)CNC=1C=2N(N=CC1C(=NC1=C(C=C(C=C1)O)CC)N)C=C(C2)C=2C=NC(=CC2C)OC